L-2,2-bis-(4-hydroxyphenyl)hexafluoropropane OC1=CC=C(C=C1)C(C(F)(F)F)(C(F)(F)F)C1=CC=C(C=C1)O